3-(3-((3-(2-((3-Chloro-4-(trifluoromethyl)phenethyl)amino)propan-2-yl)-4-methylphenyl)amino)-2,5-dioxo-2,5-dihydro-1H-pyrrol-1-yl)piperidine-2,6-dione ClC=1C=C(CCNC(C)(C)C=2C=C(C=CC2C)NC=2C(N(C(C2)=O)C2C(NC(CC2)=O)=O)=O)C=CC1C(F)(F)F